C1(CC1)N1C(C2=CC=C(C=C2C1=O)OC\C(\CNC(OC(C)(C)C)=O)=C/F)=O (Z)-tert-butyl (2-(((2-cyclopropyl-1,3-dioxoisoindolin-5-yl)oxy)methyl)-3-fluoroallyl)carbamate